FC(OC1=CC=C(C=C1)C1=NOC(=N1)N1CCC(CC1)C(=O)NCCCN1CCC(CC1)CC1=NC=CC=C1)F 1-(3-(4-(Difluoromethoxy)phenyl)-1,2,4-oxadiazol-5-yl)-N-(3-(4-(pyridin-2-ylmethyl)piperidin-1-yl)propyl)piperidine-4-carboxamide